C(OCC[C@@H](C)N1N=C(N=N1)COCC(C)NC1CCC(CC1)NC1=NC=C(C(=C1)C1=NC(=CC=C1)NCC1(CCOCC1)C#N)Cl)([O-])=O [(1R)-1-[5-[2-[[4-[[5-chloro-4-[6-[(4-cyanotetrahydropyran-4-yl)methylamino]-2-pyridyl]-2-pyridyl]amino]cyclohexyl]amino]propoxymethyl]tetrazol-2-yl]ethyl]ethyl carbonate